4-(3-(2-(dimethylamino)ethyl)-1H-indol-1-yl)-3-methyl-4-oxobutyl nitrate [N+](=O)(OCCC(C(=O)N1C=C(C2=CC=CC=C12)CCN(C)C)C)[O-]